2-[(1S)-1-cyclohexylethoxy]-5-fluoro-N-(2-fluorophenyl)-4-(3-oxo-5,6,7,8-tetrahydro[1,2,4]triazolo[4,3-a]pyridin-2(3H)-yl)benzamide C1(CCCCC1)[C@H](C)OC1=C(C(=O)NC2=C(C=CC=C2)F)C=C(C(=C1)N1N=C2N(CCCC2)C1=O)F